N=1NC(=CC1)C1=CC=C(OC2=CC3=C(CC(O3)CN3C4CC(CC3CC4)NC(C)=O)C=C2)C=C1 N-((endo)-8-{6-[4-(2H-Pyrazol-3-yl)-phenoxy]-2,3-dihydro-benzofuran-2-ylmethyl}-8-aza-bicyclo[3.2.1]oct-3-yl)-acetamide